tert-butyl ((3S,4S)-1-(1,4-dimethyl-1H-imidazol-2-yl)-4-fluoropyrrolidin-3-yl)carbamate CN1C(=NC(=C1)C)N1C[C@@H]([C@H](C1)F)NC(OC(C)(C)C)=O